OC(CN(CCCCC(=O)OCCN1CCN(CC1)CCSSCCCN(CC(CCCCCC\C=C/CCCCCCCC)O)CC(CCCCCC\C=C/CCCCCCCC)O)CC(CCCCCCCCCCCC)O)CCCCCCCCCCCC 2-(4-(2-((3-(Bis((Z)-2-hydroxyoctadec-9-en-1-yl)amino)propyl)disulfaneyl)ethyl)piperazin-1-yl)ethyl 5-(bis(2-hydroxytetradecyl)amino)pentanoate